1-[4-(3-Methoxy-benzenesulfonyl)-phenyl]-3-oxazol-5-ylmethyl-urea COC=1C=C(C=CC1)S(=O)(=O)C1=CC=C(C=C1)NC(=O)NCC1=CN=CO1